Cl.C(CCCCCCCCCC)(=O)O undecanoic acid hydrochloride salt